3-(6-methyl-pyrimidin-4-yl)-pent-1-yn-3-ol CC1=CC(=NC=N1)C(C#C)(CC)O